3-[6-[2-cyano-3-[[ethyl(methyl)sulfamoyl]amino]-6-fluoro-phenoxy]-3-quinolyl]-1-oxa-8-azaspiro[4.5]decane C(#N)C1=C(OC=2C=C3C=C(C=NC3=CC2)C2COC3(C2)CCNCC3)C(=CC=C1NS(N(C)CC)(=O)=O)F